IC[C@H]1[C@@H](CC(O1)=O)C trans-5-(iodomethyl)-4-methyloxolan-2-one